7-cyclobutoxy-N-(1-methyl-1H-pyrazol-3-yl)-2-(1-methyl-2-oxabicyclo[2.2.2]oct-4-yl)imidazo[1,2-a]pyridine-6-carboxamide C1(CCC1)OC1=CC=2N(C=C1C(=O)NC1=NN(C=C1)C)C=C(N2)C21COC(CC2)(CC1)C